4-[7-allyl-4-[(2,4-dimethoxyphenyl)methylamino]-1-[(1R,3R)-3-(hex-5-enylcarbamoyl)cyclohexyl]pyrazolo[4,3-c]pyridin-3-yl]-N-[4-(trifluoromethyl)-2-pyridyl]benzamide C(C=C)C=1C2=C(C(=NC1)NCC1=C(C=C(C=C1)OC)OC)C(=NN2[C@H]2C[C@@H](CCC2)C(NCCCCC=C)=O)C2=CC=C(C(=O)NC1=NC=CC(=C1)C(F)(F)F)C=C2